2-(3-chloro-2-pyridyl)pyrazole-3-carboxamide ClC=1C(=NC=CC1)N1N=CC=C1C(=O)N